BrC=1C=C(C[C@@H]2N(CC[C@@H]2NS(=O)(=O)C)C(=O)[C@@H]2OCC2)C=CC1 N-((2S,3S)-2-(3-bromobenzyl)-1-((R)-oxetane-2-carbonyl)pyrrolidin-3-yl)methanesulfonamide